FC=1C=C(C=CC1F)C1=C(C=CC(=C1)C(=O)N1CC(CCC1)C1=CC(=CC=C1)OC(C(=O)OC)(C)C)O[C@@H]1CN(CC1)C(=O)OC(C)(C)C tert-butyl (3S)-3-((3',4'-difluoro-5-(3-(3-((1-methoxy-2-methyl-1-oxopropane-2-yl)oxy)phenyl)piperidine-1-carbonyl)-[1,1'-biphenyl]-2-yl)oxy)pyrrolidine-1-carboxylate